ClCCCCCC(OCCCC)OCCCC 6-chloro-1,1-dibutoxy-hexane